ClC1=NC=C(C(=N1)Cl)O 2,4-dichloro-pyrimidin-5-ol